ClC1=CC(=CC(=N1)N1CC2CC2C1)C1CCN(CC1)CC1CC1 3-{6-chloro-4-[1-(cyclopropylmethyl)piperidin-4-yl]pyridin-2-yl}-3-azabicyclo[3.1.0]hexane